FC(OC1=CC2=C(N=C(S2)NC(=O)C2CC3CCCC(C2)C3)C=C1)(F)F N-[6-(trifluoromethoxy)-1,3-benzothiazol-2-yl]bicyclo[3.3.1]nonane-3-carboxamide